CN(CCSC1CCOCC1)C 4-((2-(dimethylamino)ethyl)thio)tetrahydro-2H-pyran